C(CCCCCCCCCCCCCCCC)(=O)OCC(O)COP(=O)(O)OC[C@H](N)C(=O)O 1-heptadecanoyl-glycero-3-phosphoserine